C(C)(C)OC(=O)C=1C(=NC(=NC1)Cl)Cl 2,4-Dichloropyrimidine-5-carboxylic acid isopropyl ester